COCCOCOC1=C(C=C(C=C1)N1CCC=2C=C(C=NC2C1=O)C1=CC=C(C=C1)C(F)(F)F)NS(=O)(=O)C N-(2-((2-methoxyethoxy)methoxy)-5-(8-oxo-3-(4-(trifluoromethyl)phenyl)-5,8-dihydro-1,7-naphthyridin-7(6H)-yl)phenyl)methanesulfonamide